C(C)OC(=O)C=1C=NN(C1)C1CC2(C1)OCCO2 1-(5,8-dioxaspiro[3.4]oct-2-yl)-1H-pyrazole-4-carboxylic acid ethyl ester